C1(CCCC1)CCC(=O)[O-] cyclopentane-propionate